(4R)-3-methylene-6-azaspiro[3.4]octane C=C1CC[C@]12CNCC2